C(=O)O.CN1N=NN=C1C=1C=CC(=C(C1)O)C=1N=C2N(C=CC(=N2)C=2CC(NC(C2)(C)C)(C)C)C1 5-(1-methyl-1H-tetrazol-5-yl)-2-(7-(2,2,6,6-tetramethyl-1,2,3,6-tetrahydropyridin-4-yl)imidazo[1,2-a]pyrimidin-2-yl)phenol formic acid salt